4-Methyl-2-[(6-methylpyridin-3-yl)methyl]-8-(trifluoromethyl)-4,5-dihydro-2H-furo[2,3-g]indazole-7-carboxylic acid CC1C2=CN(N=C2C2=C(C1)OC(=C2C(F)(F)F)C(=O)O)CC=2C=NC(=CC2)C